Methyl 5-nitro-2-(3-(2,2,2-trifluoroacetoxy)propyl)-2H-indazole-6-carboxylate [N+](=O)([O-])C1=CC2=CN(N=C2C=C1C(=O)OC)CCCOC(C(F)(F)F)=O